C(=C)C=1N=C(C2=C(N1)NC=C2)NC2=CC=C(C=C2)OC2=CC=CC=C2 2-ethenyl-N-(4-phenoxyphenyl)-7H-pyrrolo[2,3-d]pyrimidin-4-amine